3-bromo-5H,6H,7H-1lambda5-cyclopenta[b]pyridin-1-one BrC=1C=C2C(=N(C1)=O)CCC2